NC=1N=C(SC1C(=O)C1=CC(=NO1)C(=O)NC1CC(CC1)(C)C)N(C1=CC=C(C=C1)F)C(C(=O)N)C 5-[4-amino-2-(N-(2-amino-1-methyl-2-oxo-ethyl)-4-fluoro-anilino)thiazole-5-carbonyl]-N-(3,3-dimethylcyclopentyl)isoxazole-3-carboxamide